7-chloro-10-(cyclohexylmethyl)-8-ethylbenzo[g]pteridine-2,4(3H,10H)-dione ClC=1C(=CC2=C(N=C3C(NC(N=C3N2CC2CCCCC2)=O)=O)C1)CC